1-bromo-4-methoxy-9,10-anthracenedione BrC1=CC=C(C=2C(C3=CC=CC=C3C(C12)=O)=O)OC